perfluoroundecyl methacrylate C(C(=C)C)(=O)OC(C(C(C(C(C(C(C(C(C(C(F)(F)F)(F)F)(F)F)(F)F)(F)F)(F)F)(F)F)(F)F)(F)F)(F)F)(F)F